(1r,3r)-3-[4-amino-3-(5-cyclopropyl-1,2-oxazol-3-yl)-1H-pyrazolo[3,4-d]pyrimidin-1-yl]cyclobutane-1-carboxylic acid NC1=C2C(=NC=N1)N(N=C2C2=NOC(=C2)C2CC2)C2CC(C2)C(=O)O